ClC1=CC=C(C=C1)[C@H](CC(=O)O)N1[C@@](C2=C(C=C(C=C2C1=O)C(CC)(C1=NC=CC=C1)O)F)(OC)C1=CC=C(C=C1)Cl (3S)-3-(4-chlorophenyl)-3-[(1R)-1-(4-chlorophenyl)-7-fluoro-5-[1-hydroxy-1-(pyridin-2-yl)propyl]-1-methoxy-3-oxo-2,3-dihydro-1H-isoindol-2-yl]propionic acid